FC(C1=CC=C(C=C1)N1CC2N(C3=CC=CC=C13)CCNC2)(F)F 6-(4-(trifluoromethyl)phenyl)-2,3,4,4a,5,6-hexahydro-1H-pyrazino[1,2-a]quinoxaline